(2,4-difluorophenyl)oxiran FC1=C(C=CC(=C1)F)C1OC1